FC1=C(C(=O)O)C=C(C=C1F)F 2,3,5-trifluorobenzoic acid